C1N([C@@H](CC12OCCCC2)C(=O)OC)C(=O)OC(C)(C)C 2-tert-butyl 3-methyl (3S)-6-oxa-2-azaspiro[4.5]decane-2,3-dicarboxylate